ClC1=C(CCC(C1)(C)C)C1=CC=CC=C1 chloro-4,4-dimethyl-3,4,5,6-tetrahydro-[1,1'-biphenyl]